N1CCC(CC1)COC1CCN(CC1)C(=O)O 4-(piperidin-4-ylmethoxy)piperidine-1-carboxylic acid